methyl (S)-3-(4-((3S,4S)-3,4-bis(((1S,2R)-2-phenylcyclopropyl)carbamoyl)pyrrolidine-1-carbonyl)benzamido)-2-((tert-butoxycarbonyl) amino)propanoate C1(=CC=CC=C1)[C@@H]1[C@H](C1)NC(=O)[C@@H]1CN(C[C@H]1C(N[C@@H]1[C@H](C1)C1=CC=CC=C1)=O)C(=O)C1=CC=C(C(=O)NC[C@@H](C(=O)OC)NC(=O)OC(C)(C)C)C=C1